C(C)OC(=O)N1C(COCC1)C1=C(C2=C(NC(=N2)[C@@H](NC(=O)C=2C(=NOC2)C)C2CCC(CC2)C)C=C1)F 3-(4-fluoro-2-{(S)-(4-methylcyclohexyl)[(3-methylisoxazole-4-carbonyl)amino]-methyl}-1H-benzoimidazol-5-yl)morpholine-4-carboxylic acid ethyl ester